{6-[3-(2,5-difluorophenyl)-4-methyl-1-pyrazolyl]-2-aza-2-spiro[3.3]heptyl}(2-fluoro-5-hydroxyphenyl)methanone FC1=C(C=C(C=C1)F)C1=NN(C=C1C)C1CC2(CN(C2)C(=O)C2=C(C=CC(=C2)O)F)C1